(methylsulfanyl)pyrimidin CSC1=NC=CC=N1